ClC=1C=C(C=2C(=NC(N(C2C1)C1=CC=CC=C1)=O)NC)C(=O)N 7-chloro-4-(methylamino)-2-oxo-1-phenyl-1,2-dihydroquinazoline-5-carboxamide